(1S,4S)-2-Oxa-5-azabicyclo[2.2.1]heptane, hydrochloride salt Cl.[C@@H]12OC[C@@H](NC1)C2